3-(5-(tert-butyl)-1-methyl-1H-imidazol-2-yl)-1-(pyrazin-2-yl)-1,4,5,6,7,8-hexahydro-5,8-epoxycyclohepta[c]pyrazole C(C)(C)(C)C1=CN=C(N1C)C=1C2=C(N(N1)C1=NC=CN=C1)C1CCC(C2)O1